FC1=CC=2N(C=C1)C(=CN2)C=O (7-fluoroimidazo[1,2-a]pyridin-3-yl)methanone